7-nitro-2-phenyl-4-(diphenylphosphinoyl)-4H-chromene [N+](=O)([O-])C1=CC=C2C(C=C(OC2=C1)C1=CC=CC=C1)P(=O)(C1=CC=CC=C1)C1=CC=CC=C1